COC1=C2C3=C(C(=O)CC3)C(=O)OC2=C4[C@@H]5[C@H]6[C@H](O6)O[C@@H]5OC4=C1 The molecule is a member of the class of aflatoxins that is obtained by the formal epoxidation across the 8,9-double bond of aflatoxin B1. It has a role as a xenobiotic metabolite. It is an aflatoxin, an aromatic ether, an aromatic ketone, an epoxide and a cyclic ketal. It derives from an aflatoxin B1.